N=1ON=C2C1C=CC(=C2)CN2CCC(CC2)C=2C=C1CN(C(C1=CC2)=O)C2C(NC(CC2)=O)=O 3-(5-(1-(benzo[c][1,2,5]oxadiazol-5-ylmethyl)piperidin-4-yl)-1-oxoisoindolin-2-yl)piperidine-2,6-dione